O1C[C@@H](CC1)NC1=NC=C2N=C(N(C2=N1)C1CCC(CC1)C(=O)N)NC1=C(C=C(C=C1F)F)F (1S,4s)-4-(2-((R)-tetrahydrofuran-3-ylamino)-8-(2,4,6-trifluorophenylamino)-9H-purin-9-yl)cyclohexanecarboxamide